8-cyclopentyl-2-((1-cyclopentyl-1H-pyrazol-3-yl)amino)-5-methylpyrido[2,3-d]pyrimidin-7(8H)-one C1(CCCC1)N1C(C=C(C2=C1N=C(N=C2)NC2=NN(C=C2)C2CCCC2)C)=O